5-bromo-4-iodo-2-methyl-pyrazole-3-carboxylic acid methyl ester COC(=O)C=1N(N=C(C1I)Br)C